5-bromo-7-methoxy-1-methyl-1H-benzo[d][1,2,3]triazole BrC1=CC2=C(N(N=N2)C)C(=C1)OC